C(C)SC1=NC(=CC(=C1C(=O)NCC1=CC(=CC=C1)F)C)N1C[C@@H](OCC1)CO 2-Ethylsulfanyl-N-[(3-fluorophenyl)-methyl]-6-[(2R)-2-(hydroxymethyl)-morpholin-4-yl]-4-methyl-pyridine-3-carboxylic acid amide